[Li+].[O-][Al]=O Lithium Aluminate